C(\C=C/CCCCCC)O (2Z)-non-2-en-1-ol